2-HEXYL-CYCLOHEXANE C(CCCCC)C1CCCCC1